N-[2-(2-oxocyclohexyl)ethyl]methacrylamide O=C1C(CCCC1)CCNC(C(=C)C)=O